1-(tert-butyl) 3-methyl 5-(2,4-difluorophenyl)-4-methoxy-1H-pyrrole-1,3-dicarboxylate FC1=C(C=CC(=C1)F)C1=C(C(=CN1C(=O)OC(C)(C)C)C(=O)OC)OC